[Na].C(CC)ONNC(=O)N=N (propoxycarbazone), sodium salt